(2S)-2-[2-[[6-(2-hydroxyethyl)-7,8-dihydro-5H-1,6-naphthyridin-2-yl]amino]-8-piperidin-1-ylpyrido[3,4-d]pyrimidin-6-yl]propan-1-ol OCCN1CC=2C=CC(=NC2CC1)NC=1N=CC2=C(N1)C(=NC(=C2)[C@@H](CO)C)N2CCCCC2